[I-].C(CCCCCCCCCCCCCCC)[N+](CCO)(CCO)C(C)C hexadecyl-isopropyl-bis(hydroxyethyl)ammonium iodide